ClC=1C=CC(=C(C1)N1CC(N(CC1=O)C(C(=O)NC1=C(C(=O)O)C=CC=C1)CC1=CC=CC=C1)=O)N1N=NN=C1 2-(2-(4-(5-chloro-2-(1H-tetrazol-1-yl)phenyl)-2,5-dioxopiperazin-1-yl)-3-phenylpropanamido)benzoic acid